CP(=O)(C)C1=CC(=C(C=C1)N(C(OC(C)(C)C)=O)CC#C)OC(F)(F)F tert-butyl (4-(dimethylphosphoryl)-2-(trifluoromethoxy)phenyl)(prop-2-yn-1-yl)carbamate